praseodymium copper hydride [CuH2].[Pr]